FCC(OC=1C=C2C(N(C(N(C2=CC1)C1CCN(CC1)C=O)=O)CC1=CC(=C(C=C1)O[C@H]1C(N(CC1)C1=CC=CC=C1)=O)OC)=O)CF 4-{6-[2-fluoro-1-(fluoromethyl)ethoxy]-3-(3-methoxy-4-{[(3R)-2-oxo-1-phenylpyrrolidin-3-yl]oxy}benzyl)-2,4-dioxo-3,4-dihydroquinazolin-1(2H)-yl}piperidine-1-carbaldehyde